NC1=NC(=NN1C(NC1=C(C=CC=C1F)F)=S)NC1=CC=C(C=C1)S(N)(=O)=O 5-amino-N-(2,6-difluorophenyl)-3-(4-sulfamoylanilino)-1,2,4-triazole-1-carbothioamide